(1R,2S)-8-fluoro-2-(methoxymethoxy)-1,2,3,4-tetrahydronaphthalen-1-yl carbamate C(N)(O[C@H]1[C@H](CCC2=CC=CC(=C12)F)OCOC)=O